FC(C(=O)O)(F)F.ClC1=C(C=CC(=C1NC=1C(=C2C(N(C=NC2=CC1)C)=O)Cl)F)NS(=O)(=O)N1C[C@@H](CC1)OC([2H])([2H])[2H] (R)-N-(2-chloro-3-((5-chloro-3-methyl-4-oxo-3,4-dihydroquinazolin-6-yl)amino)-4-fluorophenyl)-3-(methoxy-d3)pyrrolidine-1-sulfonamide Trifluoroacetate